4-tert-butyloxycarbonyl-piperidine C(C)(C)(C)OC(=O)C1CCNCC1